3-Benzyl-5-(trifluoromethyl)-3-azabicyclo[3.1.0]hexane-1-carboxamide C(C1=CC=CC=C1)N1CC2(CC2(C1)C(F)(F)F)C(=O)N